BrC=1C=C2C(=CNC2=CC1)CCN(C)C 2-(5-bromo-1H-indol-3-yl)-N,N-dimethylethanamine